2-(4-acetyl-3-fluorophenyl)-2-methylpropanenitrile C(C)(=O)C1=C(C=C(C=C1)C(C#N)(C)C)F